tert-Butyl 4-(3-chloro-2-(2-fluorophenyl)-8-(2-isopropylphenyl)-7-(methoxymethyl)-1,6-naphthyridin-5-yl)piperazine-1-carboxylate ClC=1C(=NC2=C(C(=NC(=C2C1)N1CCN(CC1)C(=O)OC(C)(C)C)COC)C1=C(C=CC=C1)C(C)C)C1=C(C=CC=C1)F